C(C)C1=CC2=C(C(C=3NC4=CC(=CC=C4C3C2=O)C#N)(C)C)C=C1N1CCC(CC1)(N1CCOCC1)C 9-Ethyl-6,6-dimethyl-8-(4-methyl-4-morpholine-4-yl-piperidin-1-yl)-11-oxo-6,11-dihydro-5H-benzo[b]carbazole-3-carbonitrile